C(#N)C1=C(OC=2C=C3C(N(C=NC3=CC2)CCC2CCN(CC2)C2CCC(CC2)C2=C(C=C(C=C2)NC2C(NC(CC2)=O)=O)F)=O)C(=CC=C1NS(N(C)CC)(=O)=O)F 6-[2-cyano-3-[[ethyl(methyl)sulfamoyl]amino]-6-fluoro-phenoxy]-3-[2-[1-[4-[4-[(2,6-dioxo-3-piperidyl)amino]-2-fluoro-phenyl]cyclohexyl]-4-piperidyl]ethyl]-4-oxo-quinazoline